C1(CC1)N1N=CC(=C1)[C@H]1CN(C[C@H](O1)C)C1=NC2=NC(=C(N=C2C(=N1)C12CC(C1)(C2)C(F)(F)F)C2COC2)C (2S,6R)-2-(1-cyclopropyl-pyrazol-4-yl)-6-methyl-4-[7-methyl-6-(oxetan-3-yl)-4-[3-(trifluoromethyl)-1-bicyclo[1.1.1]pentanyl]-pteridin-2-yl]morpholine